7-fluoro-N-(6-fluorO-2,3-dihydrO-1,4-benzoxazin-4-yl)-4-morpholino-8-(2,3,5-trifluorophenyl)quinoline FC1=CC=C2C(=CCN(C2=C1C1=C(C(=CC(=C1)F)F)F)N1CCOC2=C1C=C(C=C2)F)N2CCOCC2